8-[[1-[bis[(4-methoxyphenyl)methyl]sulfamoyl]cyclopropyl]methoxy]-N-[(4-cyanophenyl)methyl]-1-methyl-2-oxo-1,7-naphthyridine-3-carboxamide COC1=CC=C(C=C1)CN(S(=O)(=O)C1(CC1)COC=1N=CC=C2C=C(C(N(C12)C)=O)C(=O)NCC1=CC=C(C=C1)C#N)CC1=CC=C(C=C1)OC